C(CCCCC=CCC)=O 6-nonen-1-al